N-(2,4-dimethoxybenzyl)-1-methyl-3-(trimethylstannyl)-1H-pyrazolo[3,4-d]pyrimidin-4-amine COC1=C(CNC2=C3C(=NC=N2)N(N=C3[Sn](C)(C)C)C)C=CC(=C1)OC